N-(4-(6-chloroquinoxalin-2-yl)phenyl)-4-fluorobenzamide ClC=1C=C2N=CC(=NC2=CC1)C1=CC=C(C=C1)NC(C1=CC=C(C=C1)F)=O